FC=1C(=CC2=C(C(NC=3CNCC(C23)N(C(=O)C=2C=C3C=CC=CN3C2)C)=O)C1)F N-(8,9-difluoro-6-oxo-1,2,3,4,5,6-hexahydrobenzo[c][1,7]naphthyridin-1-yl)-N-methylindolizine-2-carboxamide